C(#N)C1=CC=C(C=C1)NC=1N=C(C2=C(N1)CCN(C2)C(=O)C2=NC=CN=C2)OC2=C(C=C(C#N)C=C2C)C 4-((2-((4-cyanophenyl)amino)-6-(pyrazine-2-carbonyl)-5,6,7,8-tetrahydropyrido[4,3-d]pyrimidine-4-yl)oxy)-3,5-dimethylbenzonitrile